lithium 2-(4-((R)-3-((tert-butoxycarbonyl)(cyclobutylmethyl)amino)piperidin-1-yl)-2-oxopyridin-1(2H)-yl)propanoate C(C)(C)(C)OC(=O)N([C@H]1CN(CCC1)C1=CC(N(C=C1)C(C(=O)[O-])C)=O)CC1CCC1.[Li+]